O=C1NC(CCC1N1C(C2=CC=C(C=C2C1)C[C@@H]1[C@H](CCCC1)N1CC2(CN(C2)C(=O)OC(C)(C)C)C1)=O)=O tert-butyl 6-((1S,2R)-2-((2-(2,6-dioxopiperidin-3-yl)-1-oxoisoindolin-5-yl) methyl) cyclohexyl)-2,6-diazaspiro[3.3]heptane-2-carboxylate